(5R,6R)-3-(6-fluoro-1H-indol-3-yl)-5,6-diphenyl-5,6-dihydropyrazine-2(1H)-one FC1=CC=C2C(=CNC2=C1)C=1C(N[C@@H]([C@H](N1)C1=CC=CC=C1)C1=CC=CC=C1)=O